7-Chloro-10-((3-methoxypropyl)amino)-4-methyl-4,10-dihydrobenzo[f]thieno[3,2-c][1,2]thiazepine 5,5-dioxide ClC1=CC2=C(C(C3=C(N(S2(=O)=O)C)C=CS3)NCCCOC)C=C1